3,5-dimethyl-1,2-cyclopentanedione CC1C(C(C(C1)C)=O)=O